5-chloro-2-(5-ethyl-1-tetrahydropyran-2-yl-pyrazol-4-yl)-4-tetrahydropyran-4-yl-1H-pyrimidin-6-one ClC1=C(N=C(NC1=O)C=1C=NN(C1CC)C1OCCCC1)C1CCOCC1